(S)-3-cyano-1-ethyl-4-(3-hydroxy-2,6-dimethyl-phenyl)pyrrolo[2,3-b]pyridine-6-carboxamide C(#N)C1=CN(C2=NC(=CC(=C21)C2=C(C(=CC=C2C)O)C)C(=O)N)CC